ClC1=CC=C(C=C1)C=1C=C(C(N(N1)C=1C=NC=C(C1)F)=O)C(=O)N[C@H]1COC[C@@H]1O 6-(4-chlorophenyl)-2-(5-fluoropyridin-3-yl)-N-[(3S,4R)-4-hydroxytetrahydrofuran-3-yl]-3-oxo-2,3-dihydropyridazine-4-carboxamide